[C@H]1(CCC2=CC=CC=C12)NC(C1=CC=C(S1)C1=C(C(=NC(=C1C(N)=O)CC(C)C)CCC1=CC=C(C=C1)F)C=1OC(=NN1)C)=O N-[(R)-1-indanyl]-5-{5-carbamoyl-2-[2-(p-fluorophenyl)ethyl]-6-isobutyl-3-(5-methyl-1,3,4-oxadiazol-2-yl)-4-pyridyl}-2-thenamide